C(#N)C1=C(C=CC(=C1)F)SC=1C=2N(C=C(C1)C=1C=NN(C1C)[C@@H]1CN(CCC1)C1=NC(=NO1)C)N=CC2C#N 4-(2-cyano-4-fluoro-phenyl)sulfanyl-6-[5-methyl-1-[(3S)-1-(3-methyl-1,2,4-oxadiazol-5-yl)-3-piperidyl]pyrazol-4-yl]pyrazolo[1,5-a]pyridine-3-carbonitrile